4-{[3-(8-{[(3S,4R)-3-fluoro-1-(oxetan-3-yl)piperidin-4-yl]amino}-3-[(trifluoromethyl)sulfanyl]indolizin-2-yl)prop-2-yn-1-yl]amino}-3-methoxy-N-methylbenzamide F[C@H]1CN(CC[C@H]1NC1=CC=CN2C(=C(C=C12)C#CCNC1=C(C=C(C(=O)NC)C=C1)OC)SC(F)(F)F)C1COC1